tert-butyl (5-(7-cyclobutyl-4-(4-methoxybenzylamino)-7H-pyrrolo[2,3-d]pyrimidin-5-yl)thiophen-2-yl)methylcarbamate C1(CCC1)N1C=C(C2=C1N=CN=C2NCC2=CC=C(C=C2)OC)C2=CC=C(S2)CNC(OC(C)(C)C)=O